3,3-Bis-bromomethyl-biphenyl BrCC1(CC(=CC=C1)C1=CC=CC=C1)CBr